tert-butyl 2-(4-chloro-6-((4,4-difluorocyclohexyl)amino) pyrimidin-2-yl)-1H-pyrrole-1-carboxylate ClC1=NC(=NC(=C1)NC1CCC(CC1)(F)F)C=1N(C=CC1)C(=O)OC(C)(C)C